6-(1-(5-bromo-7-(2-(ethyl(methyl)amino)ethyl)-1-oxo-3,4-dihydroisoquinolin-2(1H)-yl)ethyl)-4-ethoxynicotinonitrile BrC1=C2CCN(C(C2=CC(=C1)CCN(C)CC)=O)C(C)C1=NC=C(C#N)C(=C1)OCC